tert-butyl (R)-2-(4-(5-chloro-4-(((R)-1-(2,4-dichlorophenyl)ethyl)amino)pyrimidin-2-yl)piperidine-1-carbonyl)pyrrolidine-1-carboxylate ClC=1C(=NC(=NC1)C1CCN(CC1)C(=O)[C@@H]1N(CCC1)C(=O)OC(C)(C)C)N[C@H](C)C1=C(C=C(C=C1)Cl)Cl